cyclopentyl-6-[2-(2-oxo-2-pyrrolidin-1-yl-ethoxy)-benzyl]-1,5-dihydro-pyrazolo[3,4-d]pyrimidin-4-one C1(CCCC1)N1N=CC2=C1N=C(NC2=O)CC2=C(C=CC=C2)OCC(N2CCCC2)=O